BrC=1C=CC(=NC1)[C@H]1N([C@@H](CC2=CC(=CC=C12)O)C)CC(F)(F)F (1S,3R)-1-(5-bromopyridin-2-yl)-3-methyl-2-(2,2,2-trifluoroethyl)-1,2,3,4-tetrahydroisoquinolin-6-ol